ClC=1C=C(C=CC1F)NC1=NC2=C(C=CC=C2C(=N1)N[C@H](C)C1CC1)NCCCN(C)C (R)-N2-(3-chloro-4-fluorophenyl)-N4-(1-cyclopropylethyl)-N8-(3-(dimethylamino)propyl)quinazoline-2,4,8-triamine